C(C1=CC=CC=C1)(=O)N1CCN(CC1)C(=O)C1=CC=C(CN2C(NC(C3=CC=CC=C23)=O)=O)C=C1 1-(4-(4-benzoylpiperazine-1-carbonyl)benzyl)quinazoline-2,4(1h,3h)-dione